1,1,1,3,3,3-hexafluoro-2-(2'-isopropyl-4'-((6-(methylsulfonyl)-2,6-diazaspiro[3.3]heptan-2-yl)methyl)-[1,1'-biphenyl]-4-yl)propan-2-ol FC(C(C(F)(F)F)(O)C1=CC=C(C=C1)C1=C(C=C(C=C1)CN1CC2(C1)CN(C2)S(=O)(=O)C)C(C)C)(F)F